C1(CC1)N1C(=NC2=C1C=C(C=C2F)C2CCN(CC2)C2CC1CCC(C2)N1C(C)C)C1=CC=C(C=C1)S(=O)(=O)C 1-cyclopropyl-4-fluoro-6-(1-(8-isopropyl-8-azabicyclo[3.2.1]octan-3-yl)piperidin-4-yl)-2-(4-(methylsulfonyl)phenyl)-1H-benzo[d]imidazole